C1(CCCCC1)C1=CC=C(C=C1)C=1NC=2N(C(C1)=O)N=C(C2C(=O)N2[C@H]([C@H](C2)CF)C)C2=NC=CN=C2C 5-(4-cyclohexylphenyl)-3-((2S,3S)-3-(fluoromethyl)-2-methylazetidine-1-carbonyl)-2-(3-methyl-pyrazin-2-yl)pyrazolo[1,5-a]pyrimidin-7(4H)-one